COC1=C(CN2C(C3=CC(=CC=C3C=C2)[N+](=O)[O-])=O)C=CC(=C1)OC (2,4-dimethoxybenzyl)-7-nitroisoquinolin-1(2H)-one